3-(indolin-1-yl)propionic acid N1(CCC2=CC=CC=C12)CCC(=O)O